(S)-2-(4-(2-acetyl-5-chlorophenyl)-3-methoxy-6-oxopyridazin-1(6H)-yl)-3-phenylpropionic acid methyl ester COC([C@H](CC1=CC=CC=C1)N1N=C(C(=CC1=O)C1=C(C=CC(=C1)Cl)C(C)=O)OC)=O